benzyl-(methoxymethyl)(trimethylsilylmethyl)amine C(C1=CC=CC=C1)N(C[Si](C)(C)C)COC